N-[1-oxo-4-(trifluoromethyl)phthalazin-2(1H)-yl]-2-[4-(trifluoromethyl)phenyl]acetamide O=C1N(N=C(C2=CC=CC=C12)C(F)(F)F)NC(CC1=CC=C(C=C1)C(F)(F)F)=O